NC1=CC(=C(CC=2C=C(C(N(N2)CC2=CC=C(C=C2)OC)=O)C2C(CCC2)C)C(=C1)C)C 6-(4-amino-2,6-dimethylbenzyl)-2-(4-methoxybenzyl)-4-(2-methylcyclopentyl)pyridazine-3(2H)-one